C1(=CC=CC=C1)C=1OC2=C(N1)C=CC=1C=CC=3C=CC(=CC3C12)B1OC(C(O1)(C)C)(C)C 2-phenyl-10-(4,4,5,5-tetramethyl-1,3,2-dioxaborolan-2-yl)phenanthro[3,4-d]Oxazole